(R)-5-methyl-2-(5-methyl-4-((1-methylpiperidin-3-yl)amino)phthalazin-1-yl)phenol CC=1C=CC(=C(C1)O)C1=NN=C(C2=C(C=CC=C12)C)N[C@H]1CN(CCC1)C